ClC1=CC2=C([C@@]3(OCC2=O)C[C@H](NCC3)C=3N=NN(C3)C)S1 (2S,4S)-2'-chloro-2-(1-methyltriazol-4-yl)spiro[piperidin-4,7'-thieno[2,3-c]pyran]-4'-one